ClC1=C(C=CC(=C1)Cl)[C@@H](C)N1N=NC2=C1N=C(N=C2C)N2CC(C2)[C@@H]2CN(CCC2)CCO 2-((R)-3-(1-(3-((R)-1-(2,4-dichlorophenyl)ethyl)-7-methyl-3H-[1,2,3]triazolo[4,5-d]pyrimidin-5-yl)azetidin-3-yl)piperidin-1-yl)ethane-1-ol